[Si](C)(C)(C(C)(C)C)OCCN1N=CC(=C1)C=1OC2=C(C=C(C=C2C(C1C)=O)C)[C@@H](C)NC=1C(=NC(=CC1)Cl)C(=NO)N 3-[[(1R)-1-[2-[1-[2-[tert-Butyl(dimethyl)silyl]oxy-ethyl]pyrazol-4-yl]-3,6-dimethyl-4-oxo-chromen-8-yl]ethyl]amino]-6-chloro-N'-hydroxy-pyridine-2-carboxamidine